COC1=C(C=C(C=C1)C=CC)OC 1,2-dimethoxy-4-(1-propen-1-yl)-benzene